2-Acetyl-5-methyl-cyclopentanone C(C)(=O)C1C(C(CC1)C)=O